FC=1C=NC(=NC1)C=1C(=C(C=CC1)NC1=C(C=NC(=C1)NC1=NC=C(C=C1)C=O)C(=O)NC)OC 4-{[3-(5-fluoropyrimidin-2-yl)-2-methoxyphenyl]amino}-6-[(5-formylpyridin-2-yl)amino]-N-methylpyridine-3-carboxamide